Nα-(tert-butoxycarbonyl)-L-phenylalanine C(C)(C)(C)OC(=O)N[C@@H](CC1=CC=CC=C1)C(=O)O